N-(2-cyanophenyl)-3,4-dichloroisothiazole-5-carboxamide C(#N)C1=C(C=CC=C1)NC(=O)C1=C(C(=NS1)Cl)Cl